C(C)OC(CC[C@@H](C)[C@H]1CC[C@H]2[C@@H]3[C@@H]([C@@H]([C@@H]4CC(CC[C@]4(C)[C@H]3CC[C@]12C)=O)CC)O)=O (5β,6α,7α)-6-ethyl-7-hydroxy-3-oxo-cholan-24-oic acid ethyl ester